4-amino-N-((5-cyanopyridin-2-yl)methyl)-N-(1-fluoropropan-2-yl)-1,3-dihydrofuro[3,4-c]quinoline-8-carboxamide 2,2,2-trifluoroacetate FC(C(=O)O)(F)F.NC1=NC=2C=CC(=CC2C2=C1COC2)C(=O)N(C(CF)C)CC2=NC=C(C=C2)C#N